C(C)(C)(C)OC(C(C)O)CC ethyl-propylene glycol mono-tert-butyl ether